N1([C@@H](CCC1)C(=O)OC1=CC2=CC=CC=C2C=C1)C(=O)OC(C)(C)C 1-(tert-butyl) 2-(naphthalen-2-yl) (S)-pyrrolidine-1,2-dicarboxylate